OC=1C=CC=2C=CC=C(C2C1)C(=O)O 3-hydroxy-5-naphthoic acid